OC1=C(C(N=C(N1)N1CCOCC1)=O)CC(=O)OC methyl 2-(6-hydroxy-2-morpholino-4-oxo-1,4-dihydropyrimidin-5-yl)acetate